FC1=CC=C(C=C1)N1C[C@@H]2CN(C[C@H]2C1)C1=C(C(N(C2=CC=C(N=C12)C)C)=O)C#N 4-[(3aR,6aR)-2-(4-fluorophenyl)-1,3,3a,4,6,6a-hexahydropyrrolo[3,4-c]pyrrol-5-yl]-1,6-dimethyl-2-oxo-1,5-naphthyridine-3-carbonitrile